FC1=CC(=C(C(=C1)C1=CC(NC=C1)=O)CC(=O)OC)C(C)C methyl 2-(4-fluoro-2-isopropyl-6-(2-oxo-1,2-dihydropyridin-4-yl)-phenyl)acetate